ClC=1C=C(C=CC1)C(CN(C)C)N1C(C=C(C=C1)C1=CN(C2=NC=C(C=C21)N2CC(OCC2)C(F)(F)F)S(=O)(=O)C2=CC=C(C)C=C2)=O 1-(1-(3-Chlorophenyl)-2-(dimethylamino)ethyl)-4-(1-tosyl-5-(2-(trifluoromethyl)morpholino)-1H-pyrrolo[2,3-b]pyridin-3-yl)pyridin-2(1H)-one